(6R)-6,7-difluoro-N-(2-(piperidin-1-yl)-4-(4-(trifluoromethyl)phenethyl)phenyl)heptanamide F[C@H](CCCCC(=O)NC1=C(C=C(C=C1)CCC1=CC=C(C=C1)C(F)(F)F)N1CCCCC1)CF